8-Methyl-3-(trifluoromethyl)-5,6,7,8-tetrahydro-[1,2,4]triazolo[4,3-a]pyrazine tert-Butyl-3-(trifluoromethyl)-5,6-dihydro-[1,2,4]triazolo[4,3-a]pyrazine-7(8H)-carboxylate C(C)(C)(C)OC(=O)N1CC=2N(CC1)C(=NN2)C(F)(F)F.CC2C=1N(CCN2)C(=NN1)C(F)(F)F